3-hydroxy-4,5,6,7-tetrahydroindazole-1-carboxylic acid tert-butyl ester C(C)(C)(C)OC(=O)N1N=C(C=2CCCCC12)O